O1C(OCC1)(CC(=O)OCC)CC(=O)OCC diethyl 2,2'-(1,3-dioxolane-2,2-diyl)diacetate